O=C1NC=NC2=C(C=CC=C12)N1N=CC(=C1C(F)(F)F)C(=O)O 1-(4-oxo-3,4-dihydro-quinazolin-8-yl)-5-(trifluoromethyl)-1H-pyrazole-4-carboxylic acid